2-(4-amino-5-(3-chloro-1H-pyrrolo[2,3-b]pyridin-2-yl)-9,9-dimethyl-8,9-dihydropyrazino[1',2':1,5]pyrrolo[2,3-d]pyrimidin-7(6H)-yl)ethan-1-ol NC=1C2=C(N=CN1)N1C(=C2C2=C(C=3C(=NC=CC3)N2)Cl)CN(CC1(C)C)CCO